(5-((3-Chloro-4-fluorophenyl)carbamoyl)-2,3-dihydro-1H-pyrrolizin-1-yl)carbamic acid methyl ester COC(NC1CCN2C(=CC=C12)C(NC1=CC(=C(C=C1)F)Cl)=O)=O